6-oxopiperidine-2-formic acid O=C1CCCC(N1)C(=O)O